C[C@H]([C@@H](C(=O)N[C@@H](C)C(=O)N1CCC[C@H]1C(=O)O)NC(=O)[C@H](C)N)O The molecule is a tetrapeptide composed of L-alanine, L-threonine, L-alanine, and L-proline joined in sequence by peptide linkages. It has a role as a metabolite. It derives from a L-alanine, a L-threonine and a L-proline.